COC(=O)C1(CC2=C(C(=CC(=C2C1)C)C=CC1=CC=CC=C1)C)C(=O)OC 4,7-dimethyl-6-styryl-1,3-dihydro-2H-indene-2,2-dicarboxylic acid dimethyl ester